trimethyldodeca-2,5,7,10-tetraene CC(C=CCC=CC=CCC=CC)(C)C